C(#CC)C1=CC=C(OC2=C(N=NN2)C(=O)OCC)C=C1 Ethyl 5-(4-(prop-1-ynyl) phenoxy)-1H-1,2,3-triazole-4-carboxylate